BrC1=CC2=C(NC(C3N(C2=O)CCN(C3)C(COC3=C(C=C(C=C3)OC(F)(F)F)F)=O)=O)C=C1 8-bromo-2-(2-(2-fluoro-4-(trifluoromethoxy)phenoxy)acetyl)-1,3,4,12a-tetrahydrobenzo[e]pyrazino[1,2-a][1,4]diazepine-6,12(2H,11H)-dione